O=C1NC(CCC1N1C(C2=CC=C(C=C2C1=O)NCCCCCCN1N=CC(=C1)C1=NC2=C(C=CC=C2N=C1)N1CCOCC1)=O)=O 2-(2,6-Dioxopiperidin-3-yl)-5-((6-(4-(8-morpholinoquinoxalin-2-yl)-1H-pyrazol-1-yl)hexyl)amino)isoindoline-1,3-dione